tert-butyl 3-(5-cyano-3-(2-(methoxymethoxy)phenyl)-7-((2-(trimethylsilyl)ethoxy)methyl)-7H-pyrrolo[2,3-c]pyridazin-6-yl)azetidine-1-carboxylate C(#N)C1=C(N(C=2N=NC(=CC21)C2=C(C=CC=C2)OCOC)COCC[Si](C)(C)C)C2CN(C2)C(=O)OC(C)(C)C